CC1N(CCN(C1)S(=O)(=O)C)C(=O)[O-] 2-methyl-4-(methylsulfonyl)piperazine-1-carboxylate